6-(6-Chloro-3-ethylsulfonyl-2-pyridinyl)-7-methyl-3-(trifluoromethyl)imidazo[4,5-c]pyridazine ClC1=CC=C(C(=N1)C1=NC2=C(N=NC(=C2)C(F)(F)F)N1C)S(=O)(=O)CC